C(C)SC(=S)SC(C(=O)O)CCC [(ethylsulfanylthiocarbonyl)sulfanyl]pentanoic acid